CC1=NOC2=C1CNC[C@H](C2)N (S)-3-methyl-5,6,7,8-tetrahydro-4H-isoxazolo[4,5-c]azepin-7-amine